N-(9-ethyl-5-fluoro-9-hydroxy-4-methyl-10,13-dioxo-2,3,9,10,13,15-hexahydro-1H,12H-benzo[de]pyrano[3',4':6,7]indolizino[1,2-b]quinolin-1-yl)-4-hydroxy-2-methoxybutanamide C(C)C1(C(OCC=2C(N3CC=4C(=NC=5C=C(C(=C6C5C4C(CC6)NC(C(CCO)OC)=O)C)F)C3=CC21)=O)=O)O